bis-isostearyl-1,4-butanediol C(CCCCCCCCCCCCCCC(C)C)C(CCCO)(O)CCCCCCCCCCCCCCCC(C)C